C(C)(C)(C)OC(=O)N(C1CCN(CC1)C1=CC(=C(C=2N1C=C(N2)C)C(=O)OC)Cl)C2CC2 methyl 5-[4-[tert-butoxycarbonyl(cyclopropyl)amino]-1-piperidyl]-7-chloro-2-methyl-imidazo[1,2-a]pyridine-8-carboxylate